(S)-(4-(4-fluorobenzo[d]thiazol-2-yl)-6,7-dihydro-1H-imidazo[4,5-c]pyridin-5(4H)-yl)(5-methyl-1-(2,2,2-trifluoroethyl)-1H-pyrazol-4-yl)methanone FC1=CC=CC2=C1N=C(S2)[C@H]2N(CCC1=C2N=CN1)C(=O)C=1C=NN(C1C)CC(F)(F)F